butyl 6-(4-(5-chloro-6-methyl-1-(tetrahydro-2H-pyran-2-yl)-1H-indazol-4-yl)-5-(difluoromethyl)-3-(2-methylpyridin-3-yl)-1H-pyrazol-1-yl)-2-azaspiro[3.3]heptane-2-carboxylate ClC=1C(=C2C=NN(C2=CC1C)C1OCCCC1)C=1C(=NN(C1C(F)F)C1CC2(CN(C2)C(=O)OCCCC)C1)C=1C(=NC=CC1)C